CN(CCCN(C(CCCCCCCCC(=O)OCC(CCCCCC)CCCC)CCCCCCCCC(=O)OCC(CCCCCC)CCCC)C(CCCCCCCC)=O)C bis(2-butyloctyl) 10-[3-(dimethylamino)propyl-nonanoylamino]nonadecanedioate